FC=1C=C(C(=O)N2CC(C2)NC2CC=CCC2)C=CN1 4-((1-(2-fluoroisonicotinoyl)azetidin-3-yl)amino)cyclohex-1-en